4-(4,4-Difluoropiperidin-1-yl)-2-isopropyl-6-(trifluoromethyl)phenol FC1(CCN(CC1)C1=CC(=C(C(=C1)C(F)(F)F)O)C(C)C)F